CC1=NC2=CC=CC=C2C(=C1C(C)=O)C1=CC=CC=C1 1-(2-methyl-4-phenylquinoline-3-yl)ethanone